CC1=C(OC(C(=O)OCC)(C)C)C(=CC(=C1)CN1N=CN(C1=O)C1=CC(=CC=C1)C(F)(F)F)C Ethyl 2-(2,6-dimethyl-4-((5-oxo-4-(3-(trifluoromethyl) phenyl)-4,5-dihydro-1H-1,2,4-triazol-1-yl) methyl) phenoxy)-2-methylpropionate